1,2-ethenedithiol C(=CS)S